FC1C(C1)N1C(C(=CC=C1)NC(=O)C=1C(=CC=2N(C1)C=C(N2)[C@]21CO[C@](CC2)(C1)C)OC(C)C)=O N-(1-(2-fluorocyclopropyl)-2-oxo-1,2-dihydropyridin-3-yl)-7-isopropoxy-2-((1R,4S)-1-methyl-2-oxabicyclo[2.2.1]hept-4-yl)imidazo[1,2-a]pyridine-6-carboxamide